1-chloro-6-(methoxymethyl)pyrazolo[5,1-a][2,7]naphthyridine ClC1=NC=CC=2C=C(N3C(C12)=CC=N3)COC